7-methoxy-N-[(4-methoxyphenyl)methyl]-4-(3-phenyl-1H-pyrazol-4-yl)pyrido[3,2-d]pyrimidin-6-amine COC1=CC=2N=CN=C(C2N=C1NCC1=CC=C(C=C1)OC)C=1C(=NNC1)C1=CC=CC=C1